(2-bromopyrimidin-5-yl)-6-ethoxy-2-methylpyrazolo[1,5-a]pyridine-5-carboxamide BrC1=NC=C(C=N1)C=1C(=NN2C1C=C(C(=C2)OCC)C(=O)N)C